3-(cyclopent-1-en-1-yl)-N-methyl-1-phenyl-1H-thieno[2,3-c]pyrazole-5-carboxamide C1(=CCCC1)C=1C2=C(N(N1)C1=CC=CC=C1)SC(=C2)C(=O)NC